2-(4-methyl-3-pentenyl)-6-chloro-9-methacryloyloxy-10-methoxycarbonyloxy-1,4-Dihydroanthracene CC(=CCCC=1CC2=C(C3=CC=C(C=C3C(=C2CC1)OC(=O)OC)Cl)OC(C(=C)C)=O)C